2-(5-bromo-4-(trifluoromethyl)pyridin-2-yl)-1,1,1,3,3,3-hexafluoropropan-2-ol BrC=1C(=CC(=NC1)C(C(F)(F)F)(C(F)(F)F)O)C(F)(F)F